C(C1=CC=CC=C1)OC1=CC=C(CP([O-])([O-])=O)C=C1 (4-(benzyloxy)benzyl)phosphonate